1-{5-[4-(trifluoromethyl)phenyl]-1H-imidazol-2-yl}methylamine hydrogen bromide Br.FC(C1=CC=C(C=C1)C1=CN=C(N1)CN)(F)F